NC1=CC(=C(C=2CCCC(C12)=O)NC(C)=O)F N-(4-amino-2-fluoro-5-oxo-5,6,7,8-tetrahydronaphthalen-1-yl)acetamide